C1(CCCCC1)P(C1=C(C=CC=C1C(C)C)C1=C(C=C(C=C1C(C)C)C(C)C)C(C)C)C1CCCCC1 dicyclohexyl-(3-isopropyl-2',4',6'-triIsopropyl-[1,1'-biphenyl]-2-yl)phosphine